(3S)-1-[3-[4-[5-Methyl-3-(trifluoromethyl)pyrazol-1-yl]phenyl]azetidine-1-carbonyl]pyrrolidine-3-carboxamide CC1=CC(=NN1C1=CC=C(C=C1)C1CN(C1)C(=O)N1C[C@H](CC1)C(=O)N)C(F)(F)F